NCCOCCOCCC(=O)NC1=C2C=NNC2=CC=C1C(=O)NC1=NC=C(C=C1)C 4-(3-(2-(2-aminoethoxy)ethoxy)propionylamino)-N-(5-methylpyridin-2-yl)-1H-indazole-5-carboxamide